C(CCC)SC[C@@]12[C@@H]([C@H]([C@@H]3OC(O[C@@H]31)(C)C)N3C1=NC(=NC(=C1N=C3)NC(C3CCCC3)C3CCCC3)Cl)C2 9-((3aR,3bS,4aS,5R,5aS)-3b-((butylthio)methyl)-2,2-dimethylhexahydrocyclopropa[3,4]cyclopenta[1,2-d][1,3]dioxol-5-yl)-2-chloro-N-(dicyclopentylmethyl)-9H-purin-6-amine